S1C=NNC1S(=O)(=O)N 1,3,4-thiadiazoline-5-sulfonamide